CC(C)[C@@H]1OCC1 (2R)-2-(propan-2-yl)oxetane